ClC1=NC(=NC(=C1)C)NC(=O)NC1=CC=C(C=C1)OC(C)C 1-(4-chloro-6-methylpyrimidin-2-yl)-3-(4-isopropoxyphenyl)urea